6-(4-(trifluoromethyl)phenoxy)-2-azaspiro[3.3]heptane bis(4-methylbenzenesulfonate) CC1=CC=C(C=C1)S(=O)(=O)O.CC1=CC=C(C=C1)S(=O)(=O)O.FC(C1=CC=C(OC2CC3(CNC3)C2)C=C1)(F)F